2-((6-(benzylthio)pyridazin-3-yl)carbamoyl)phenyl dimethylsulfamate CN(S(OC1=C(C=CC=C1)C(NC=1N=NC(=CC1)SCC1=CC=CC=C1)=O)(=O)=O)C